FC1(CCN(CC1)C1=CC=C(C=N1)S(=O)(=O)N1CCC2(CCCN(C2)CC2CCOCC2)CC1)F 9-((6-(4,4-Difluoropiperidin-1-yl)pyridin-3-yl)sulfonyl)-2-((tetrahydro-2H-pyran-4-yl)methyl)-2,9-diazaspiro[5.5]undecane